C1(C=CC(C=C1)=O)=NO p-benzoquinone monooxime